4-methoxy-6-methylnicotinaldehyde COC1=CC(=NC=C1C=O)C